(2R,3R,4R,5s)-3,4,5-tris(benzyloxy)-2-methyl-1-((R)-2-phenylpropyl)piperidine C(C1=CC=CC=C1)O[C@@H]1[C@H](N(C[C@@H]([C@H]1OCC1=CC=CC=C1)OCC1=CC=CC=C1)C[C@H](C)C1=CC=CC=C1)C